tert-butyl (2S)-4-(5-(8-chloronaphthalen-1-yl)-8-((2-(dimethylamino)cyclopentyl)oxy)-3,4-dihydro-2H-pyrano[2,3-f]quinazolin-10-yl)-2-(cyanomethyl)piperazine-1-carboxylate ClC=1C=CC=C2C=CC=C(C12)C1=C2C(=C3C(=NC(=NC3=C1)OC1C(CCC1)N(C)C)N1C[C@@H](N(CC1)C(=O)OC(C)(C)C)CC#N)OCCC2